C(CCC\C=C/C\C=C/CCCCC)(=O)OCC Ethyl (Z,Z)-5,8-tetradecadienoate